hexahydro-6H-pyrazino[1,2-d]pyrido[3,2-b][1,4]oxazepine-3-carbonitrile N1CC(CC2OCCC3N(C21)C=CN=C3)C#N